O=C1NC(CCC1N1C(C2=CC=CC(=C2C1)C#CCCC(=O)OCC1=CC=CC=C1)=O)=O benzyl 5-[2-(2,6-dioxopiperidin-3-yl)-1-oxo-3H-isoindol-4-yl]pent-4-ynoate